2-((4-ethoxyphenyl)ethynyl)aniline C(C)OC1=CC=C(C=C1)C#CC1=C(N)C=CC=C1